COC1=CC=C(C=CC=2NNC(C2)C2=CC=C(C=C2)OC)C=C1 3-(4-methoxystyryl)-5-(4-methoxyphenyl)pyrazoline